(3,5-Dihydroxyphenyl)(1-methyl-4,10-dihydrobenzo[b]pyrazolo[3,4-e][1,4]diazepin-5(1H)-yl)methanone OC=1C=C(C=C(C1)O)C(=O)N1C2=C(NC3=C(C1)C=NN3C)C=CC=C2